(Z)-3-(4-hydroxyphenyl)-N,N-diphenylacrylamide OC1=CC=C(C=C1)\C=C/C(=O)N(C1=CC=CC=C1)C1=CC=CC=C1